(S)-3-(1-((1H-imidazol-2-yl)methyl)pyrrolidin-3-yl)-1-([1,1'-biphenyl]-4-yl)-1,3-dihydro-2H-imidazo[4,5-b]pyridin-2-one N1C(=NC=C1)CN1C[C@H](CC1)N1C(N(C=2C1=NC=CC2)C2=CC=C(C=C2)C2=CC=CC=C2)=O